2-{[4-({5-[(2,4-dichlorophenoxy)methyl]furan-2-yl}methyl)piperazin-1-yl]methyl}-1-{[(2S)-oxetan-2-yl]methyl}-1H-1,3-benzodiazole-6-carboxylic acid ClC1=C(OCC2=CC=C(O2)CN2CCN(CC2)CC2=NC3=C(N2C[C@H]2OCC2)C=C(C=C3)C(=O)O)C=CC(=C1)Cl